CC=1C=C2/C(/C(NC2=CC1)=O)=C/1\C(N(/C(/S1)=N/C1=CC=C(C=C1)S(=O)(=O)N)C1=CC=CC=C1)=O 4-(((Z)-5-((Z)-5-methyl-2-oxoindoline-3-ylidene)-4-oxo-3-phenylthiazolidin-2-ylidene)amino)benzenesulphonamide